FC(C)(C)C1=NN=C(O1)C(=O)N1[C@@H](C2=C(CC1)NC=N2)C2=NN1C(C=CC=C1C(F)(F)F)=C2 (S)-(5-(2-fluoropropan-2-yl)-1,3,4-oxadiazol-2-yl)(4-(7-(trifluoromethyl)pyrazolo[1,5-a]pyridin-2-yl)-6,7-dihydro-1H-imidazo[4,5-c]pyridin-5(4H)-yl)methanone